BrC1=CC(=C(C=C1)NC1=C(C2=C(N(C=N2)C)C=C1)F)F 5-((4-bromo-2-fluorophenyl)amino)-4-fluoro-1-methyl-1H-benzoimidazole